Cl.NC=1C=C(C(=O)NC(C)(C)C)C=CC1 3-amino-N-t-butyl-benzamide hydrochloride